2-(2-chloro-4-fluorophenoxy)-N-(3-sulfonylphenyl)quinoline-3-carboxamide tris(2,4-di-tert-butylphenyl)phosphite C(C)(C)(C)C1=C(C=CC(=C1)C(C)(C)C)OP(OC1=C(C=C(C=C1)C(C)(C)C)C(C)(C)C)OC1=C(C=C(C=C1)C(C)(C)C)C(C)(C)C.ClC1=C(OC2=NC3=CC=CC=C3C=C2C(=O)NC=2CC(C=CC2)=S(=O)=O)C=CC(=C1)F